CC1=NC(=CC(=C1)C1=CC2=C(C(N(C=C2C2=CC(N(C=C2C#CC)C)=O)C)=O)N1S(=O)(=O)C1=CC=C(C=C1)C)C 4-[2-(2,6-dimethylpyridin-4-yl)-6-methyl-1-(4-methylbenzenesulfonyl)-7-oxopyrrolo[2,3-C]pyridin-4-yl]-1-methyl-5-(prop-1-yn-1-yl)pyridin-2-one